NN1CCC2(CC2C#N)CC1 6-amino-6-azaspiro[2.5]octane-1-carbonitrile